C(C)N(C1CN(CC1)C1=CC=C(C=C1)N1C=NC(=C1)NC=1N=CC(=NC1)C#N)C 5-((1-(4-(3-(Ethyl(methyl)amino)pyrrolidin-1-yl)phenyl)-1H-imidazol-4-yl)amino)pyrazine-2-carbonitrile